C(CCCCCCC)C1C(OC(C1)=O)=O 3-octyl-tetrahydrofuran-2,5-dione